O[C@H]1CC[C@@]2([C@H]3CC[C@@]4([C@H](CC[C@H]4[C@@H]3CC=C2C1)/C(/C)=N/O)C)C (E)-1-((3S,8S,9S,10R,13S,14S,17S)-3-Hydroxy-10,13-dimethyl-2,3,4,7,8,9,10,11,12,13,14,15,16,17-tetradecahydro-1H-cyclopenta[a]phenanthren-17-yl)ethanone oxime